C(C)C=1C(=CC=C2C=C(C=C(C12)C1=C(C=2N=C(N=C(C2C=N1)N1CC2(CC2CC1)O)OC[C@]12CCCN2C[C@@H](C1)F)F)O)F 3-(7-(8-Ethyl-7-fluoro-3-hydroxynaphthalen-1-yl)-8-fluoro-2-(((2R,7aS)-2-fluorotetrahydro-1H-pyrrolizin-7a(5H)-yl)methoxy)pyrido[4,3-d]pyrimidin-4-yl)-3-azabicyclo[4.1.0]heptan-1-ol